tert-butyl 7,8-dichloro-1-methyl-10-(1-methylpyrazol-3-yl)-1H,3H,4H-pyrazino[1,2-b]indazole-2-carboxylate ClC1=C(C=C(C2=C3N(N=C12)CCN(C3C)C(=O)OC(C)(C)C)C3=NN(C=C3)C)Cl